C(C)(C)[Si](OCCCCCCCCCC=C)(C(C)C)C(C)C triisopropyl-(undec-10-en-1-yloxy)silane